[Fe].[P].C(C)(C)(C)[SiH](C)C tertiary butyl-(dimethyl)silane phosphorus iron